BrC=1C=C(C=CC1)C=1NC2=C(C(=NC=C2)NCC2=C(C=C(C=C2)OC)OC)N1 2-(3-bromophenyl)-N-(2,4-dimethoxybenzyl)-1H-imidazo[4,5-c]Pyridin-4-amine